3-bromo-2-fluoro-N-methyl-6-nitro-aniline BrC=1C(=C(NC)C(=CC1)[N+](=O)[O-])F